benzyl (3-(4-bromo-2-(3-iodophenyl)-2-methyl-3-oxobutoxy)-2-methylpropyl)(methyl)carbamate BrCC(C(COCC(CN(C(OCC1=CC=CC=C1)=O)C)C)(C)C1=CC(=CC=C1)I)=O